2-(4-(4-chlorophenyl)-1H-1,2,3-triazol-1-yl)-N-(3,4-dichlorophenyl)acrylamide ClC1=CC=C(C=C1)C=1N=NN(C1)C(C(=O)NC1=CC(=C(C=C1)Cl)Cl)=C